FC1=CC(=C(C=C1)C=1C=C2C(=NC1)NC(N2)=O)C 6-(4-fluoro-2-methyl-phenyl)-2-oxo-3H-imidazo[4,5-b]pyridin